FC(C(COCOCC(F)(F)F)(F)F)(F)F 1,1,1,2,2-pentafluoro-3-((2,2,2-trifluoroethoxy)methoxy)propane